2-[[5-(2-Methyl-5-nitrophenyl)-2-furanyl]methylene]-1H-indene-1,3(2H)-dione CC1=C(C=C(C=C1)[N+](=O)[O-])C1=CC=C(O1)C=C1C(C2=CC=CC=C2C1=O)=O